4-((3,4-dioxo-2-((2,5,5-trimethyl-2,4,5,6-tetrahydrocyclopenta[c]pyrazol-4-yl)amino)cyclobut-1-en-1-yl)amino)-3-hydroxy-N,N-dimethylpicolinamide O=C1C(=C(C1=O)NC1=C(C(=NC=C1)C(=O)N(C)C)O)NC1C(CC2=NN(C=C21)C)(C)C